CC1=C(C(=C(C=C1)N1CCNCC1)C)NC(C(C)N1C=C(C2=CC(=CC=C12)S(=O)(=O)N1CCCCC1)C)=O N-(2,6-dimethyl-5-piperazin-1-yl-phenyl)-2-[3-methyl-5-(1-piperidylsulfonyl)indol-1-yl]propanamide